CN1C(N(C2C1CCCC2)C)=O 1,3-dimethyloctahydro-2H-benzo[d]imidazol-2-one